3-phenyl-N-(4-pyridylmethyl)imidazo[1,2-b]pyridazin-6-amine C1(=CC=CC=C1)C1=CN=C2N1N=C(C=C2)NCC2=CC=NC=C2